(1S)-1-(4-bromo-3-fluoro-phenyl)ethylamine BrC1=C(C=C(C=C1)[C@H](C)N)F